6-(thiazol-2-yl)nicotinonitrile S1C(=NC=C1)C1=NC=C(C#N)C=C1